C(C)(C)(C)OC(=O)N1CCC(CC1)C=1C=CC=C2C(C=C(OC12)C1=C(C=C(C=C1)Cl)F)(F)F 4-[2-(4-chloro-2-fluoro-phenyl)-4,4-difluoro-chromen-8-yl]piperidine-1-carboxylic acid tert-butyl ester